COC(C1=CC=C(C=C1)NC(C1=CC(=C(C=C1)[N+](=O)[O-])OC(C)C)=O)=O 4-(3-Isopropoxy-4-nitrobenzamido)benzoic acid methyl ester